4-(6-((6-chloroquinolin-8-yl)methoxy)pyridin-2-yl)piperidin tert-butyl-4-(2-(piperidin-4-yl)ethyl)piperazine-1-carboxylate C(C)(C)(C)OC(=O)N1CCN(CC1)CCC1CCNCC1.ClC=1C=C2C=CC=NC2=C(C1)COC1=CC=CC(=N1)C1CCNCC1